ferrous mono-citrate C(CC(O)(C(=O)O)CC(=O)[O-])(=O)[O-].[Fe+2]